5-(pyridin-2-yl)-1,2,4-oxadiazole N1=C(C=CC=C1)C1=NC=NO1